methyl-vinyl-norbornene CC=1C2(CCC(C1)C2)C=C